OC(C)(C)C1=CC=C(C=C1)C=1C2=C(N=C(N1)N1[C@H]([C@@H](C1)O)C)CCC2 (2S,3R)-1-[4-[4-(1-hydroxy-1-methyl-ethyl)phenyl]-6,7-dihydro-5H-cyclopenta[d]pyrimidin-2-yl]-2-methyl-azetidin-3-ol